3-cyclopropyl-1-methyl-1,6-dihydro-7H-pyrrolo[2,3-d]pyridazin-7-one C1(CC1)C1=CN(C=2C(NN=CC21)=O)C